FC(F)(F)[N+]1=C(NC=C1)C1=CC=CC=C1 trifluoromethylphenylimidazolium